FC1=C(C=C(C(=C1)C(F)(F)F)F)NS(=O)(=O)C1=CNC=C1CC=1SC=CC1 N-[2,5-difluoro-4-(trifluoromethyl)phenyl]-4-(thiophen-2-ylmethyl)-1H-pyrrole-3-sulfonamide